4-(3-methylbutanoyl)-N-((1-methylpyrrolidin-3-yl)methyl)-3,4-dihydroquinoxaline-1(2H)-carboxamid CC(CC(=O)N1CCN(C2=CC=CC=C12)C(=O)NCC1CN(CC1)C)C